C(C)C(COP(=O)(OCC(CCCC)CC)OCC(CCCC)CC)CCCC tris-(2-ethylhexyl)phosphate